C1(CC1)C=1C=C(C(=NC1C1=CC=C(C=C1)F)OCC)CN1CCC2(CN(C(O2)=O)C23CC(C2)(C3)CS(=O)(=O)O)CC1 (3-(8-((5-cyclopropyl-2-ethoxy-6-(4-fluorophenyl)pyridin-3-yl)methyl)-2-oxo-1-oxa-3,8-diazaspiro[4.5]decan-3-yl)bicyclo[1.1.1]pentan-1-yl)methanesulfonic acid